[Si]([O-])([O-])([O-])[O-].[Al+3].[Mg+2].NC(CO)(CO)CO tromethamine magnesium aluminum silicate